N\C(\C1=CC=CC=C1)=N/C1=C(C=CC=C1)\C(=C(/C(=C(/C1=CC=C(C=C1)Cl)\[Pd]Cl)/C1=CC=C(C=C1)Cl)\C1=CC=C(C=C1)Cl)\C1=CC=C(C=C1)Cl ((1Z,3Z)-4-(2-(((Z)-amino(phenyl)methylene)amino)phenyl)-1,2,3,4-tetrakis(4-chlorophenyl)buta-1,3-dien-1-yl)palladium(II) chloride